C12C(CCC3C(C4CC=CC=C4C(C13)=O)=O)C2 hexahydromethanoanthraquinone